5-((1S,2S)-2-(6-(2,4-dimethoxypyrimidin-5-yl)imidazo[1,2-b]pyridazin-8-yl)cyclopropyl)-2-methylbenzo[d]thiazole COC1=NC=C(C(=N1)OC)C=1C=C(C=2N(N1)C=CN2)[C@@H]2[C@H](C2)C=2C=CC1=C(N=C(S1)C)C2